C1(CC1)C(=O)C1=CNC2=NC=C(C=C21)NC2CCN(CC2)C(C=C)=O 1-(4-((3-(cyclopropanecarbonyl)-1H-pyrrolo[2,3-b]pyridin-5-yl)amino)piperidin-1-yl)prop-2-en-1-one